ClC1=CC(=C(CCN[C@H](C(=O)NC2=NC=C(C=C2)C=2C=NN(C2)C)C2=CC=CC=C2)C=C1)C#N |r| (S)- and (R)-2-((4-chloro-2-cyanophenEthyl)amino)-N-(5-(1-methyl-1H-pyrazol-4-yl)pyridin-2-yl)-2-phenylacetamide